di(1,1,1,3,3,3-hexafluoropropan-2-yl) 3,3'-(1-oxocyclohex-2,6-diyl)dipropanoate O=C1C(CCCC1CCC(=O)OC(C(F)(F)F)C(F)(F)F)CCC(=O)OC(C(F)(F)F)C(F)(F)F